FC(CCN1C[C@@H](CC1)CC=1SC(=CN1)CO)F (S)-(2-((1-(3,3-difluoropropyl)pyrrolidin-3-yl)methyl)thiazol-5-yl)methanol